Cl.CN(C(CC1=CC=CC=2SC=CC21)=O)[C@H]2[C@@H](CCCC2)N2CCCC2 |r| (+/-)-trans-N-methyl-N-[2-(1-pyrrolidinyl)-cyclohexyl]-benzo[b]-thiophene-4-acetamide monohydrochloride